59,60-bis(2,5-dioxo-2,5-dihydro-1H-pyrrol-1-yl)-2,2-dimethyl-4,9,14,17,45,53,58,61-octaoxo-3,21,24,27,30,33,36,39,42-nonaoxa-8,10,15,18,46,52,57,62-octaazahexahexacontan-66-oic acid O=C1N(C(C=C1)=O)C(C(NCCCC(NCCCCCNC(CCOCCOCCOCCOCCOCCOCCOCCOCCNC(CNC(CCCNC(NCCCC(OC(C)(C)C)=O)=O)=O)=O)=O)=O)=O)C(C(NCCCC(=O)O)=O)N1C(C=CC1=O)=O